(S)-2-amino-N-(4-(benzylsulfanyl)phenyl)-3-phenylpropionamide hydrochloride Cl.N[C@H](C(=O)NC1=CC=C(C=C1)SCC1=CC=CC=C1)CC1=CC=CC=C1